4-(7-(methylsulfonyl)-2-(3-(m-tolyl)-1H-pyrazol-1-yl)-6,7,8,9-tetrahydropyrido[3',2':4,5]imidazo[1,2-a]pyrazin-4-yl)morpholine CS(=O)(=O)N1CC=2N(CC1)C1=C(N2)C(=CC(=N1)N1N=C(C=C1)C=1C=C(C=CC1)C)N1CCOCC1